N-(5-(((5-(tert-butyl)oxazol-2-yl)methyl)thio)thiazol-2-yl)-1'-((2-(2,6-dioxopiperidin-3-yl)-6-fluoro-1,3-dioxoisoindolin-5-yl)methyl)-[1,4'-bipiperidine]-4-carboxamide C(C)(C)(C)C1=CN=C(O1)CSC1=CN=C(S1)NC(=O)C1CCN(CC1)C1CCN(CC1)CC=1C=C2C(N(C(C2=CC1F)=O)C1C(NC(CC1)=O)=O)=O